N-[(1S)-1-[[6-chloro-5-(3,5-dimethyl-1H-pyrazol-4-yl)-2-pyridyl]carbamoyl]-2,2-dicyclopropyl-ethyl]-3-ethyl-isoxazole-4-carboxamide ClC1=C(C=CC(=N1)NC(=O)[C@H](C(C1CC1)C1CC1)NC(=O)C=1C(=NOC1)CC)C=1C(=NNC1C)C